FC1=C(C=CC(=N1)C(=O)NC)N1CCN(CC1)CC=1C=NC=2C=C(C(NC2C1)=O)C 6-fluoro-N-methyl-5-(4-((7-methyl-6-oxo-5H-1,5-naphthyridin-3-yl)methyl)piperazin-1-yl)pyridine-2-carboxamide